2-Chloro-4-{4-[(S)-(6-cyclopropyl-imidazo[1,5-a]pyridin-5-yl)-hydroxy-methyl]-[1,2,3]triazol-1-yl}-phenol ClC1=C(C=CC(=C1)N1N=NC(=C1)[C@@H](O)C1=C(C=CC=2N1C=NC2)C2CC2)O